2-(3,5-dichloro-4-((1-(fluoromethyl)-4,4-dimethyl-1,3,4,9-tetrahydropyrano[3,4-b]indol-6-yl)oxy)phenyl)-3,5-dioxo-2,3,4,5-tetrahydro-1,2,4-triazine-6-carbonitrile ClC=1C=C(C=C(C1OC=1C=C2C3=C(NC2=CC1)C(OCC3(C)C)CF)Cl)N3N=C(C(NC3=O)=O)C#N